(E)-1-(1-(1-(tert-butyl)-1H-tetrazol-5-yl)-3-phenylallyl)-4-(3,5-dichloropyridin-4-yl)piperazine C(C)(C)(C)N1N=NN=C1C(\C=C\C1=CC=CC=C1)N1CCN(CC1)C1=C(C=NC=C1Cl)Cl